(S)-1-(3-(5-amino-2-chloro-4-fluoro-3-methylbenzamido)-4-(3,4-dimethylpiperazin-1-yl)phenyl)-N-(3-morpholinopropyl)-1H-1,2,3-triazole-4-carboxamide NC=1C(=C(C(=C(C(=O)NC=2C=C(C=CC2N2C[C@@H](N(CC2)C)C)N2N=NC(=C2)C(=O)NCCCN2CCOCC2)C1)Cl)C)F